CC1=CC(=NC=C1)NC1=CC(=NC=N1)NC1=C(C#N)C=CC=C1 2-((6-((4-methylpyridin-2-yl)amino)pyrimidin-4-yl)amino)benzonitrile